(S)-6-(4-(3-aminopiperidin-1-yl)-6-((2-(2-fluoro-6-methoxyphenyl)pyrimidin-4-yl)amino)pyridin-3-yl)-3,4-dihydro-1,8-naphthyridin-2(1H)-one N[C@@H]1CN(CCC1)C1=C(C=NC(=C1)NC1=NC(=NC=C1)C1=C(C=CC=C1OC)F)C=1C=C2CCC(NC2=NC1)=O